2-fluoropropanoate FC(C(=O)[O-])C